NC1=NC(N(C=C1F)[C@@H]1O[C@]([C@H]([C@@H]1F)O)(C=C)CO)=O 4-amino-5-fluoro-1-((2R,3S,4R,5R)-3-fluoro-4-hydroxy-5-(hydroxymethyl)-5-vinyltetrahydrofuran-2-yl)pyrimidin-2(1H)-one